4-(4-acryloyloctahydro-1H-pyrrolo[3,2-b]pyridin-1-yl)-3-chloro-5-fluoro-2-methyl-1H-indole-7-carboxamide C(C=C)(=O)N1C2C(CCC1)N(CC2)C2=C1C(=C(NC1=C(C=C2F)C(=O)N)C)Cl